1-(2-amino-2-methylpropyloxy)-2-methylpropan-2-ol NC(COCC(C)(O)C)(C)C